ClC=1C=CC=C2C1NC1=C2CC(NC2=C1C=CC=C2)=O 11-chloro-7,12-dihydro-indolo[3,2-d]-[1]benzazepin-6(5H)-one